C(=O)O.C(C)OC1=NC(=NC=C1C(=O)NC1=CC2=CN(N=C2C(=C1)F)C)N1CCN(CC1)C 4-ethoxy-N-(7-fluoro-2-methyl-2H-indazol-5-yl)-2-(4-methylpiperazin-1-yl)pyrimidine-5-carboxamide formate